ClC=1C=CC(=C(C#N)C1)N1C[C@H]([C@@]2(CC1)C=1C=CC(=NC1CN(C2)C[C@@H]2NCCC2)C=2C(=NC=CC2)OCC)CC 5-chloro-2-[(3'S,5S)-2-(2-ethoxy-3-pyridinyl)-3'-ethyl-7-[[(2R)-pyrrolidin-2-yl]methyl]spiro[6,8-dihydro-1,7-naphthyridine-5,4'-piperidine]-1'-yl]benzonitrile